ClC1=C(C(=O)NC2=C3C=NN(C3=CC=C2)C=2C=NC(=CC2)C#N)C=C(C=C1)CNC(C(C)(C)C)=O 2-Chloro-N-[1-(6-cyanopyridin-3-yl)-1H-indazol-4-yl]-5-([(2,2-dimethylpropanoyl)amino]methyl)benzamide